CC1=NC2=CC=C(C=C2N=C1N1CCN(CC1)CC=1C(=C2NC(C=3N(C2=CC1)N=C(C3)C)=O)F)C(NC)=O 7-((4-(2-methyl-6-(methylcarbamoyl)quinoxal-3-yl)piperazin-1-yl)methyl)-6-fluoro-2-methylpyrazolo[1,5-a]quinoxaline-4(5H)-one